C(#N)C=1C=C(O[C@@H]2C[C@@H](N(C[C@@H]2C)C2=CC(N(C=3C=CC(=NC23)C#N)C)=O)C)C=CC1 8-((2S,4R,5S)-4-(3-Cyanophenoxy)-2,5-dimethylpiperidin-1-yl)-5-methyl-6-oxo-5,6-dihydro-1,5-naphthyridin-2-carbonitril